CN(C1=C(C=NC=C1)C1CN(C2(CC2)C1)C(=O)OC(C)(C)C)C tert-butyl 6-(4-(dimethylamino) pyridin-3-yl)-4-azaspiro[2.4]heptane-4-carboxylate